NC12CCC(CC1)(CC2)CN2N=C(C=1CN(CCC12)C1=CC(=NC=C1)C1=CC=C(C#N)C=C1)C 4-(4-(1-((4-aminobicyclo[2.2.2]octan-1-yl)methyl)-3-methyl-6,7-dihydro-1H-pyrazolo[4,3-c]pyridin-5(4H)-yl)pyridin-2-yl)benzonitrile